2,6-diphenylphenoxide C1(=CC=CC=C1)C1=C([O-])C(=CC=C1)C1=CC=CC=C1